C(CC)C(CC)CCCCCCCC 3-propylundecane